9,10-dihydro-dimethylacridine CC1(C2=CC=CC=C2NC=2C=CC=CC12)C